S1C(=NC2=C1C=CC=C2)C=2C=CC1=C([N+](=C(N1C1=CC=CC=C1)C=CN(C1=CC=CC=C1)C)CC)C2 6-benzothiazol-2-yl-1-ethyl-2-[2-(methyl-phenyl-amino)-vinyl]-3-phenyl-3H-benzoimidazol-1-ium